1-azido-13,18-dioxo-3,6,9-trioxa-12,17-diazanonacosan-29-oic acid N(=[N+]=[N-])CCOCCOCCOCCNC(CCCNC(CCCCCCCCCCC(=O)O)=O)=O